CN1CCC(CC1)C1=CC=C(C=C1)C1=CC=C2CNC(C2=C1)=O 6-[4-(1-methyl-4-piperidinyl)phenyl]-1-oxo-isoindoline